OC1CCOC(C1O)O 4,5,6-trihydroxyoxane